tert-butyl (Z)-3-(N'-hydroxycarbamimidoyl)-3-isopropylazetidine-1-carboxylate O\N=C(/N)\C1(CN(C1)C(=O)OC(C)(C)C)C(C)C